(R)-2-(cyclohexanecarbonyl)-2,3,6,7-tetrahydro-1H-pyrazino[2,1-a]isoquinoline C1(CCCCC1)C(=O)N1C[C@@H]2N(CCC3=CC=CC=C23)CC1